(R)-1-(benzo[d][1,3]dioxol-5-yloxy)butan-2-ol O1COC2=C1C=CC(=C2)OC[C@@H](CC)O